ClC=1C(=NC=C(C1[C@@H](C)ON1N=C(C2=CC=CC=C12)C=1C=NC(=CC1)O[C@H]1COCC1)Cl)C ((R)-1-(3,5-Dichloro-2-methylpyridin-4-yl)ethoxy)-3-(6-(((R)-tetrahydrofuran-3-yl)oxy)pyridin-3-yl)-1H-indazole